ClC1=C(C=2N=C(N=C(C2C(=N1)OC)N1C[C@@](CCC1)(O)C)SC)F (R)-1-(7-chloro-8-Fluoro-5-methoxy-2-(methylthio)pyrido[4,3-d]pyrimidin-4-yl)-3-methylpiperidin-3-ol